S1C(=CC=C1)S(=O)(=O)N1N=CC=C1 1-(thiophen-2-ylsulfonyl)-1H-pyrazole